OCC=1C=C(C=CC1)N1CC(N(CC1)C)=O 4-(3-(hydroxymethyl)phenyl)-1-methylpiperazin-2-one